OCCCC1=CC=C(OCC2=CC(=NN2C2=NC=CC=C2)C)C=C1 5-[[4-(3-hydroxypropyl)phenoxy]methyl]-3-methyl-1-(2-pyridyl)pyrazole